OC(CN1CC(C(C1)C)COC1=CC=C(C=C1)S(=O)(=O)C)C=1C=CC=CC1 5-(1-hydroxy-2-{3-[(4-methanesulfonylphenoxy)methyl]-4-methylpyrrolidin-1-yl}ethyl)benzene